CETYLTRIETHYLAMMONIUM BROMIDE [Br-].C(CCCCCCCCCCCCCCC)[N+](CC)(CC)CC